3-chloro-6-((1-(4-(difluoromethyl)phenyl)-4-methyl-1H-1,2,3-triazol-5-yl)methoxy)-4-methoxypyridazine ClC=1N=NC(=CC1OC)OCC1=C(N=NN1C1=CC=C(C=C1)C(F)F)C